7-chloro-2-phenyl-1,10-phenanthroline ClC=1C2=CC=C3C=CC(=NC3=C2N=CC1)C1=CC=CC=C1